C(C#C)(=O)O.C(CCC)OC1=C(C=CC=C1)SC=1C=CC2=C(C(=CO2)C2CC3CCCCN3CC2)C1 5-(2-butoxyphenyl)thio-3-(octahydro-2H-quinolizin-2-yl)-benzofuran propiolate